C(C)(C)N1OC([C@H]2[C@H]1[C@H](C[C@@](C2)(C)C2=CC=C(C=C2)OC)C)(C)C |r| rac-(3aR,5R,7S,7aR)-1-isopropyl-5-(4-methoxyphenyl)-3,3,5,7-tetramethyloctahydrobenzo[c]isoxazole